(RS)-α-cyano-3-phenoxybenzyl (Z)-(1RS)-cis-3-(2-chloro-3,3,3-trifluoroprop-1-enyl)-2,2-dimethylcyclopropanecarboxylate Cl\C(=C/[C@@H]1C([C@@H]1C(=O)O[C@H](C1=CC(=CC=C1)OC1=CC=CC=C1)C#N)(C)C)\C(F)(F)F |&1:9|